trimethylphosphine bromide [Br-].CP(C)C